2-(4-bromophenyl)-6-((2-fluoro-4-(trifluoromethyl)phenyl)carbamoyl)-4-((3-methyloxetan-3-yl)methoxy)cyclohexane-1-carboxylate BrC1=CC=C(C=C1)C1C(C(CC(C1)OCC1(COC1)C)C(NC1=C(C=C(C=C1)C(F)(F)F)F)=O)C(=O)[O-]